Aminosilicon aluminum [Al].N[Si]